2-[2-methyl-4-[[[4-methyl-2-[4-(trifluoromethyl)phenyl]-5-thiazolyl]methyl]thio]phenoxy]acetic acid tert-butyl ester C(C)(C)(C)OC(COC1=C(C=C(C=C1)SCC1=C(N=C(S1)C1=CC=C(C=C1)C(F)(F)F)C)C)=O